Tertbutyl (S)-(1-(((2-fluorophenyl)methyl-d2)amino)-1-oxopropan-2-yl)carbamate FC1=C(C=CC=C1)C([2H])([2H])NC([C@H](C)NC(OC(C)(C)C)=O)=O